(7-(diethylamino)-2-oxo-2H-chromen-4-yl)methyl (2R,6S)-2,6-dimethylpiperidine-1-carboxylate C[C@H]1N([C@H](CCC1)C)C(=O)OCC1=CC(OC2=CC(=CC=C12)N(CC)CC)=O